COC1=CC=C(\C=C/2\ON(OS2)CCCCCCC(=O)O)C=C1 (Z)-7-(5-(4-methoxybenzylidene)-2,4-dioxathiazolidin-3-yl)heptanoic acid